ClC1=CC=C(C=C1)CC(C(=O)OCC)N(C(=O)OCC(C)C)CC ethyl 3-(4-chlorophenyl)-2-(ethyl(isobutoxycarbonyl)amino)propanoate